C1OC2=CC(=C3C(C=C(OC3=C2O1)C1=CC(=C(C=C1)O)O)=O)O 7-methylenedioxy-3',4',5-trihydroxyflavone